O=S1CC(C1)NC(C1=CC=CC=C1)=O 1-N-(trans-1-oxido-3-thietanyl)-benzamide